OCC(C#N)(C)C1=CCC=2C3=CC=C4C=C(C=CC4=C3C=CC12)O 3-hydroxy-2-[(3R,5R,8R,9R,10S,13S,14S,17S)-3-hydroxy-cyclopenta[a]phenanthren-17-yl]-2-methyl-propanenitrile